5-chloro-3-fluoro-2-[4-[[(3R)-1-(2-hydroxyethyl)-3-piperidinyl]amino]pyrido[3,4-d]-pyridazin-1-yl]phenol formate salt C(=O)O.ClC=1C=C(C(=C(C1)O)C1=C2C(=C(N=N1)N[C@H]1CN(CCC1)CCO)C=NC=C2)F